1-(3-bromo-5-chlorophenyl)-3-(3,5-difluorophenyl)urea BrC=1C=C(C=C(C1)Cl)NC(=O)NC1=CC(=CC(=C1)F)F